1-methyl-4-(trifluoromethyl(1H-imidazol-2-yl)benzyl)-6,7-dihydropyrazolo[1,5-a]pyrimidin-5(4H)-one CN1CC=C2N1CCC(N2C(C2=CC=CC=C2)(C=2NC=CN2)C(F)(F)F)=O